methanesulfonic acid 2-(4-chloro-phenoxy)-propyl ester ClC1=CC=C(OC(COS(=O)(=O)C)C)C=C1